2-isopropyl-5-methyl-9-methylenebicyclodecane C(C)(C)C1C(CC(CCCC(CC1)C)=C)C1CCCCCCCCC1